C(C)OC(CC(C=1C=C2CCCC2=C(C1)CO)C1=C(C2=C(N(N=N2)C)C(=C1)OC(F)F)C)=O 3-[7-(Difluoromethoxy)-1,4-dimethyl-1H-benzotriazol-5-yl]-3-[7-(hydroxymethyl)-2,3-dihydro-1H-inden-5-yl]propionic acid ethyl ester